C([C@@H](O)CO)(=O)O.C(C)(C)(C)C1=C(C=CC(=C1)O)OC tertiary butyl-4-hydroxyanisole (S)-Glycerate